CS(=O)(=O)C=1C=C(C(=O)N2C(C=CC2)C(=O)N)C=CC1 1-(3-(methylsulfonyl)benzoyl)-2,5-dihydro-1H-pyrrole-2-carboxamide